2-phenylbutyryl-stearic acid C1(=CC=CC=C1)C(C(=O)C(C(=O)O)CCCCCCCCCCCCCCCC)CC